N[C@@H](CCCC[N+](C)(C)C)C(=O)O (S)-5-amino-5-Carboxy-N,N,N-trimethyl-1-pentanaminium